Tert-butyl-[(7-chloro-6-fluoro-12,13-dimethyl-3-methylsulfonyl-10-oxa-2,4,8,13-tetraazatricyclo[7.4.1.05,14]tetradeca-1,3,5,7,9(14)-pentaen-12-yl)methoxy]-diphenyl-silane C(C)(C)(C)[Si](C1=CC=CC=C1)(C1=CC=CC=C1)OCC1(COC=2N=C(C(=C3N=C(N=C(N1C)C32)S(=O)(=O)C)F)Cl)C